N(=[N+]=[N-])C1=C2C(=NC(=C1)C(=O)OC)C(N(C2(O)C2=C(C=CC=C2)Cl)CC2=CC=C(C=C2)OC)=O methyl 4-azido-5-(2-chlorophenyl)-5-hydroxy-6-[(4-methoxyphenyl)methyl]-7-oxo-5H,6H,7H-pyrrolo[3,4-b]pyridine-2-carboxylate